FC1=CC2=C(N(C3=C(NC2C(F)(F)F)C=CC=C3)CCC)C=C1 2-fluoro-5-propyl-11-(trifluoromethyl)-10,11-dihydro-5H-dibenzo[b,e][1,4]diazepine